2-methylsulfanyl-1H-pyrimidin-6-one CSC=1NC(C=CN1)=O